9-(4-((1-(3-Fluoropropyl)azetidin-3-yliden)methyl)phenyl)-8-(2-methyl-4-(trifluoromethyl)phenyl)-6,7-dihydro-5H-benzo[7]annulen FCCCN1CC(C1)=CC1=CC=C(C=C1)C1=C(CCCC2=C1C=CC=C2)C2=C(C=C(C=C2)C(F)(F)F)C